C(C)(=O)O[C@H]1[C@H](O[C@@H]([C@@H]([C@H]1N1N=NC(=C1)C1=C(C(=C(C=C1)Cl)F)F)OC(C)=O)CC=C)COC(C)=O (2R,3R,4R,5R,6R)-2-(acetoxymethyl)-6-allyl-4-(4-(4-chloro-2,3-difluorophenyl)-1H-1,2,3-triazol-1-yl)tetrahydro-2H-pyran-3,5-diyl diacetate